NCC(=O)OC1=NC2=CC=C(C=C2C(=C1)C1=CC=CC=C1)CC=O (6-(2-oxoethyl)-4-phenylquinolin-2-yl) glycinate